CN1C(=NC(=C1)C(F)(F)F)C1=CC=C(CNC2=C3N=CN(C3=NC(=N2)N2CCOCC2)C2OCCCC2)C=C1 N-(4-(1-methyl-4-(trifluoromethyl)-1H-imidazol-2-yl)benzyl)-2-morpholino-9-(tetrahydro-2H-pyran-2-yl)-9H-purin-6-amine